1-methyl-indole CN1C=CC2=CC=CC=C12